BrC1=CC=C(C=C1)C1=C(C(=NC2=CC=CC=C12)C)C(C)=O 1-(4-(4-bromophenyl)-2-methyl-3-quinolinyl)ethanone